1-(4-(5-(1-methyl-3-(pyrimidin-5-yl)-1H-pyrrolo[2,3-b]pyridin-5-yl)pyridin-3-yl)phenyl)pyrrolidin-2-one CN1C=C(C=2C1=NC=C(C2)C=2C=C(C=NC2)C2=CC=C(C=C2)N2C(CCC2)=O)C=2C=NC=NC2